ClC=1N=C(C2=C(N1)N(C=C2C#N)S(=O)(=O)C2=CC=C(C)C=C2)Cl 2,4-dichloro-7-tosyl-7H-pyrrolo[2,3-d]pyrimidine-5-carbonitrile